CC1([C@@H](COC1)N1C(=NC2=C1C=C(C=C2)C(=O)O)CC2=C(C(=C(C=C2F)C2=NC(=CC=C2)OCC=2SC(=NN2)OCC)F)F)C (S)-1-(4,4-dimethyltetrahydrofuran-3-yl)-2-(4-(6-((5-ethoxy-1,3,4-thiadiazol-2-yl)methoxy)pyridin-2-yl)-2,3,6-trifluorobenzyl)-1H-benzo[d]imidazole-6-carboxylic acid